COC1=CC=C(CNC(=O)NC2=CC=C(C=C2)CN2C(CN(CC2)C)C2=CC=CC=C2)C=C1 1-(4-methoxybenzyl)-3-(4-((4-methyl-2-phenylpiperazin-1-yl)methyl)phenyl)urea